8-((R)-2,3-Dihydroxy-propoxy)-6,6-dimethyl-3-trifluoromethoxy-5,6-dihydro-benzo[b]carbazol-11-one O[C@@H](COC=1C=CC2=C(C(C=3NC4=CC(=CC=C4C3C2=O)OC(F)(F)F)(C)C)C1)CO